trifluoroacetamidine FC(C(=N)N)(F)F